SC1=C(C(=C(C(=C1S)S)S)S)S hexamercaptobenzol